FC=1C(=C(C=CC1F)[C@H]1[C@H](O[C@]([C@H]1C)(C(F)(F)F)C)C(=O)NC1=C(C(=NC=C1)C(=O)N)F)OC 4-[[(2S,3s,4s,5r)-3-(3,4-difluoro-2-methoxy-phenyl)-4,5-dimethyl-5-(trifluoromethyl)tetrahydrofuran-2-carbonyl]amino]-3-fluoro-pyridine-2-carboxamide